3-(1-ethyl-1H-1,2,3-triazol-5-yl)-N1,N1-bis(4-methoxybenzyl)-2,7-naphthyridine-1,6-diamine C(C)N1N=NC=C1C=1N=C(C2=CN=C(C=C2C1)N)N(CC1=CC=C(C=C1)OC)CC1=CC=C(C=C1)OC